[Mo].CC(CC(=O)NC=1C=C2C=CC(=NC2=CC1)C1=CC=CC=C1)(C)C 3,3-Dimethyl-N-(2-phenylquinolin-6-yl)butanamide Molybdenum